C1(=C(C=CC=C1)C(C(=O)[O-])(O)C(O)C(=O)[O-])C tolyltartrate